CN1C(=CC2=CC=C(C=C12)N1C(NC(CC1)=O)=O)C1CCNCC1 1-(1-methyl-2-(piperidin-4-yl)-1H-indol-6-yl)dihydropyrimidine-2,4(1H,3H)-dione